C(C)C1=NN2C(N=C(C=C2)NC2(CC2)C=2C(=NC=C(C2)F)OC)=C1C(=O)O Ethyl-5-((1-(5-fluoro-2-methoxypyridin-3-yl)cyclopropyl)amino)pyrazolo[1,5-a]Pyrimidine-3-carboxylic acid